O1[C@H](COC2=C1C=CC=C2)C2=CC=C(CN1C[C@H](CC1)C(=O)O)C=C2 (3S)-1-{4-[(2S)-2,3-dihydro-1,4-benzodioxin-2-yl]benzyl}pyrrolidine-3-carboxylic acid